(1R,2S)-2-{3-[2-ethoxy-4-(methanesulfonyl)anilino]-1H-indazol-6-yl}-5'-methoxyspiro[cyclopropane-1,3'-indol]-2'(1'H)-one C(C)OC1=C(NC2=NNC3=CC(=CC=C23)[C@@H]2C[C@@]23C(NC2=CC=C(C=C32)OC)=O)C=CC(=C1)S(=O)(=O)C